S1C(=CC=2C1=CCCC2)C(C[C@@H](C(=O)O)C)=O (2S)-4-(5,6-dihydro-1-benzothien-2-yl)-2-methyl-4-oxobutanoic acid